C1=CC(=C(C(=C1)O)S(=O)(=O)O)O The molecule is a dihydroxybenzenesulfonic acid that is resorcinol in which the hydrogen ortho- to both of the hydroxy groups is replaced by a sulfonic acid group. It has a role as a metabolite. It derives from a resorcinol.